(Z)-3-(2-(5-bromo-1H-indol-3-yl)-2-cyanovinyl)-4-methoxypyridine BrC=1C=C2C(=CNC2=CC1)/C(=C/C=1C=NC=CC1OC)/C#N